ClC1=CC2=C(C=N1)C=C(N2COCC[Si](C)(C)C)C2=NC=NC(=C2)OC 2-[[6-chloro-2-(6-methoxypyrimidin-4-yl)pyrrolo[3,2-c]pyridin-1-yl]methoxy]ethyl-trimethyl-silane